(2R,4S,5S)-2-((S)-1-(4-fluorophenyl)-1,2,3,4-tetrahydroisoquinoline-2-carbonyl)-5-phenoxytetrahydro-2H-pyran-4-yl methanesulfonate CS(=O)(=O)O[C@H]1C[C@@H](OC[C@@H]1OC1=CC=CC=C1)C(=O)N1[C@H](C2=CC=CC=C2CC1)C1=CC=C(C=C1)F